Methyl 4-[1-[[4-[propyl(2-phenoxyethyl)amino]tetrahydropyran-4-carbonyl]amino]cyclopropyl]benzoate C(CC)N(C1(CCOCC1)C(=O)NC1(CC1)C1=CC=C(C(=O)OC)C=C1)CCOC1=CC=CC=C1